(R)-N-(1''-(5-(1-hydroxy-2,2-dimethylpropyl)furan-2-carbonyl)dispiro[cyclopropane-1,1'-cyclohexane-4',3''-indolin]-5''-yl)methanesulfonamide O[C@H](C(C)(C)C)C1=CC=C(O1)C(=O)N1CC2(C3=CC(=CC=C13)NS(=O)(=O)C)CCC1(CC2)CC1